7-(5-(5-(4-hydroxybicyclo[2.2.2]octan-1-yl)-1,3,4-thiadiazol-2-yl)-4-(isopropylamino)pyridin-2-yl)pyrrolo[1,2-b]pyridazine-3-carbonitrile OC12CCC(CC1)(CC2)C2=NN=C(S2)C=2C(=CC(=NC2)C2=CC=C1N2N=CC(=C1)C#N)NC(C)C